NC[C@@H]1CC[C@H](CC1)C(=O)O Trans-4-(aminomethyl)cyclohexanecarboxylic acid